C[C@H]1[C@@H](C1)B(O)O ((1r,2r)-2-methylcyclopropyl)boronic acid